5-chloro-4-(cyclopentylmethoxy)-2-fluoro-N-((4-(2,2,2-trifluoro-ethoxy)phenyl)sulfonyl)benzamide ClC=1C(=CC(=C(C(=O)NS(=O)(=O)C2=CC=C(C=C2)OCC(F)(F)F)C1)F)OCC1CCCC1